trihydroxymethyl-aminomethane OC(O)(O)CN